(4-((1r,4r)-4-(hydroxymethyl)cyclohexyl)-3-methyl-2-oxo-2,3-dihydro-1H-benzo[d]Imidazol-1-yl)piperidine-2,6-dione OCC1CCC(CC1)C1=CC=CC=2N(C(N(C21)C)=O)N2C(CCCC2=O)=O